BrC=1C=NN2C1N=C(N=C2NCC2=NC1=C(N2)C=CC(=C1F)F)SC 8-bromo-N-[(4,5-difluoro-1H-benzimidazol-2-yl)methyl]-2-(methylsulfanyl)pyrazolo[1,5-a][1,3,5]triazin-4-amine